CC1=C(C2=CC=CC=C2C=C1)CC1=CC=CC=C1 methylbenzylnaphthalene